ClC=1C(=NN2C1N=CC1=C2[C@@](C[C@@H]1C(=O)NC=1C=NC(=C(C1)Cl)N1N=CC=N1)(C=1C=NN(C1)C)C)F (6S,8S)-3-chloro-N-(5-chloro-6-(2H-1,2,3-triazol-2-yl)pyridin-3-yl)-2-fluoro-8-methyl-8-(1-methyl-1H-pyrazol-4-yl)-7,8-dihydro-6H-cyclopenta[e]pyrazolo[1,5-a]pyrimidine-6-carboxamide